(1R,4R)-4-((3-bromo-6,7-dihydrospiro[cyclopenta[d]pyrazolo[1,5-a]pyrimidine-5,1'-cyclopentane]-8-yl)amino)-N-(2-hydroxyethyl)cyclohexanecarboxamide BrC=1C=NN2C1N=C1C(=C2NC2CCC(CC2)C(=O)NCCO)CCC12CCCC2